FC(C1CCC=2N1C1=C(N2)C=CC(=C1)[C@@H]1[C@H](C1)C=1C=2N(N=C(C1)C=1C(NC(NC1)=O)=O)C=CN2)(F)F 5-(8-((1S,2S)-2-(1-(trifluoromethyl)-2,3-dihydro-1H-benzo[d]pyrrolo[1,2-a]imidazol-7-yl)cyclopropyl)imidazo[1,2-b]pyridazin-6-yl)pyrimidine-2,4(1H,3H)-dione